CNC(=O)C1=NNC2=CC(=CC=C12)N1CC(CCC1)C(NCC1=C(C=CC=C1)OC(F)(F)F)=O N-methyl-6-[3-({[2-(trifluoromethoxy)phenyl]methyl}carbamoyl)piperidin-1-yl]-1H-indazole-3-carboxamide